C(\C=C\C1=CC(O)=C(O)C=C1)(=O)OSCCNC(CCNC([C@@H](C(COP(OP(OC[C@@H]1[C@H]([C@H]([C@@H](O1)N1C=NC=2C(N)=NC=NC12)O)OP(=O)(O)O)(=O)O)(=O)O)(C)C)O)=O)=O trans-caffeoyloxyCoA